BrCCC1=CC=C(C=C1)C=1C=C2C(=NC=NN2C1)C1=CC(=C(C=C1)CNC(OC(C)(C)C)=O)C Tert-butyl N-[[4-[6-[4-(2-bromoethyl)phenyl]pyrrolo[2,1-f][1,2,4]triazin-4-yl]-2-methyl-phenyl]methyl]carbamate